tert-butyl (2S,4S)-2-(6-bromo-4-oxo-3,4-dihydrothieno[3,2-d]pyrimidin-2-yl)-4-fluoropyrrolidine-1-carboxylate BrC1=CC=2N=C(NC(C2S1)=O)[C@H]1N(C[C@H](C1)F)C(=O)OC(C)(C)C